(3S)-3-[1-oxo-5-[4-[[1-[4-[(6S,7R)-7-phenyl-6,7,8,9-tetrahydro-3H-benzo[e]indazol-6-yl]phenyl]-4-piperidyl]methyl]piperazin-1-yl]isoindolin-2-yl]piperidine-2,6-dione O=C1N(CC2=CC(=CC=C12)N1CCN(CC1)CC1CCN(CC1)C1=CC=C(C=C1)[C@@H]1[C@@H](CCC=2C=3C=NNC3C=CC21)C2=CC=CC=C2)[C@@H]2C(NC(CC2)=O)=O